4-(4-(4-((3-(ditetradecylamino)propanoyl)oxy)butyl)piperazin-1-yl)butyl 6-(ditetradecylamino)hexanoate C(CCCCCCCCCCCCC)N(CCCCCC(=O)OCCCCN1CCN(CC1)CCCCOC(CCN(CCCCCCCCCCCCCC)CCCCCCCCCCCCCC)=O)CCCCCCCCCCCCCC